ClC1=CC=C(CNC(NCCCCCC(=O)NC2=CC=C(C=C2)F)=O)C=C1 6-(3-(4-chlorobenzyl)ureido)-N-(4-fluorophenyl)hexanamide